1-(4-methyl-5-(2-(methylamino)-pyrimidin-4-yl)thiazol-2-yl)-3-(4-((4-methylpiperazin-1-yl)methyl)-3-(trifluoromethyl)phenyl)urea CC=1N=C(SC1C1=NC(=NC=C1)NC)NC(=O)NC1=CC(=C(C=C1)CN1CCN(CC1)C)C(F)(F)F